[N+](=O)([O-])C1=C(C=CC(=C1)[N+](=O)[O-])S(=O)(=O)N 2,4-dinitrophenylsulfonamide